FC1CS(OC1)(=O)=O 4-fluoro-1,2-oxathiolane 2,2-dioxide